2-(2-benzyl-6-methyl-4H-thiopyran-4-ylidene)malononitrile C(C1=CC=CC=C1)C=1SC(=CC(C1)=C(C#N)C#N)C